OC[C@@H]1N(CC1)C=1N=C(C2=C(N1)CCC2)C2=CC=C(C(=O)N)C=C2 (R)-4-(2-(2-(hydroxymethyl)azetidin-1-yl)-6,7-dihydro-5H-cyclopenta[d]pyrimidin-4-yl)benzamide